sodium naphthate C1(=CC=CC2=CC=CC=C12)C(=O)[O-].[Na+]